CC(CC(=O)OCCC(CC(C)(C)C)C)CC(C)(C)C 3,5,5-trimethylhexyl 3,5,5-trimethylhexanoate